1,1-di(tertbutylperoxy)-3,3,5-trimethylcyclohexane C(C)(C)(C)OOC1(CC(CC(C1)C)(C)C)OOC(C)(C)C